6-chloro-1-(4-fluorobenzyl)-2-(1,3,4-oxadiazol-2-yl)-1H-indole-3-carbaldehyde ClC1=CC=C2C(=C(N(C2=C1)CC1=CC=C(C=C1)F)C=1OC=NN1)C=O